P(=O)([O-])(O)O.C(C(=O)O)(=O)O.C(C(=O)O)(=O)O.C(C(=O)O)(=O)O.[Na+] sodium tris(oxalate) phosphate